CC=1C=NC=CC1C1OCCC=2NC(C3=C(C21)C=CS3)=O 3-methylpyridin-4-yl-1,3,4,5-tetrahydro-6H-pyrano[4,3-b]thieno[3,2-d]pyridin-6-one